C(#N)C(C(=O)NC(OCC)=O)=NNC1=CC(=C(C(=C1)Cl)OC=1C2=C(C(=NC1)OC)C(CC2)C)Cl ethyl (2-cyano-2-(2-(3,5-dichloro-4-((1-methoxy-7-methyl-6,7-dihydro-5H-cyclopenta[c]pyridin-4-yl)oxy)phenyl)hydrazineylidene)acetyl)carbamate